Tert-butyl 4-{[(2S)-4-cyclopropyl-4-hydroxy-2-(4-(methoxycarbonyl) phenyl)piperidin-1-yl]methyl}-5-methoxy-7-methyl-1H-indole-1-carboxylate C1(CC1)C1(C[C@H](N(CC1)CC1=C2C=CN(C2=C(C=C1OC)C)C(=O)OC(C)(C)C)C1=CC=C(C=C1)C(=O)OC)O